N-((4,4-difluorocyclohexyl)methyl)-2-(2-oxo-2,3-dihydro-1H-pyrido[2,3-b][1,4]thiazin-3-yl)acetamide FC1(CCC(CC1)CNC(CC1C(NC2=C(S1)N=CC=C2)=O)=O)F